FC=1C(=CC(=C2CNCC12)C)OC 7-fluoro-6-methoxy-4-methylisoindolin